6-(4-amino-4-methylpiperidin-1-yl)-N-(5-methyl-1H-pyrazol-3-yl)-4-(pyrrolidin-1-yl)pyridin-2-amine NC1(CCN(CC1)C1=CC(=CC(=N1)NC1=NNC(=C1)C)N1CCCC1)C